[N+](=[N-])=CC(CC[C@@H](C(=O)OC(C)C)NC([C@H](CCCC)O)=O)=O isopropyl (S)-6-diazo-2-((S)-2-hydroxyhexanamido)-5-oxohexanoate